(4-(6-(1,4-dimethyl-1H-pyrazol-5-yl)-3-fluoropyridin-2-yl)piperazin-1-yl)(5-(pyridin-3-yl)-4,5-dihydro-1H-pyrazol-1-yl)methanone CN1N=CC(=C1C1=CC=C(C(=N1)N1CCN(CC1)C(=O)N1N=CCC1C=1C=NC=CC1)F)C